NCC1=NNC(C2=CC=C(C=C12)C1=C(N(N=C1)C)C1=C2COCC2=CC=C1C#N)=O (M)-4-[4-[4-(aminomethyl)-1-oxo-2H-phthalazin-6-yl]-2-methyl-pyrazol-3-yl]-1,3-dihydroisobenzofuran-5-carbonitrile